1-(2-((2-((3-chloro-2-fluorobenzyl)amino)-2-oxoethyl)(2-fluoroethyl)amino)-2-oxoethyl)-1H-indazole-3-carboxamide ClC=1C(=C(CNC(CN(C(CN2N=C(C3=CC=CC=C23)C(=O)N)=O)CCF)=O)C=CC1)F